FC=1C=C(C=CC1F)C1(CNCC1)NS(=O)(=O)C1=CC=C(C=C1)OC(F)(F)F N-(3-(3,4-difluorophenyl)pyrrolidin-3-yl)-4-(trifluoromethoxy)benzenesulfonamide